10-(4-(2-oxa-6-azaspiro[3.3]heptan-6-yl)butyl)-3,7-dibromo-8-methyl-10H-benzo[b]pyrido[2,3-e][1,4]oxazine C1OCC12CN(C2)CCCCN2C1=C(OC3=C2N=CC(=C3)Br)C=C(C(=C1)C)Br